4-(6-methoxypyrimidin-4-yl)-9-methyl-3,4,7,15-tetraazatricyclo[12.3.1.02,6]Octadeca-1(18),2,5,14,16-pentaen-8-one trifluoroacetate FC(C(=O)O)(F)F.COC1=CC(=NC=N1)N1N=C2C=3C=CN=C(CCCCC(C(NC2=C1)=O)C)C3